5-fluoro-2-(trifluoromethyl)phenylacetic acid FC=1C=CC(=C(C1)CC(=O)O)C(F)(F)F